(S)-tert-Butyl 2-(tert-butoxycarbonyl(3-(4-(4-(2-(2-cyanopyrrolidin-1-yl)-2-oxoethylcarbamoyl)quinolin-6-yl)benzamido)propyl)amino)acetate C(C)(C)(C)OC(=O)N(CC(=O)OC(C)(C)C)CCCNC(C1=CC=C(C=C1)C=1C=C2C(=CC=NC2=CC1)C(NCC(=O)N1[C@@H](CCC1)C#N)=O)=O